C(CC)(=O)OC1CCCCC1 l-3-cyclohexyl propionate